Lauryl-dimethylamine oxide C(CCCCCCCCCCC)[N+](C)(C)[O-]